4-(5-(3,5-dichlorophenyl)-5-(trifluoromethyl)-4,5-dihydroisoxazol-3-yl)-N'-(3,5-dimethylbenzoyl)-2-methylbenzoyl-hydrazine ClC=1C=C(C=C(C1)Cl)C1(CC(=NO1)C1=CC(=C(C(=O)NNC(C2=CC(=CC(=C2)C)C)=O)C=C1)C)C(F)(F)F